2,3-difluoro-4-pentylphenol FC1=C(C=CC(=C1F)CCCCC)O